ClC=1C=C(C=CC1OC(F)(F)F)N(C(C#C[Si](C(C)C)(C(C)C)C(C)C)=O)C(C(=O)NCC(F)(F)F)C(C)(C)C 2-(N-(3-chloro-4-(trifluoromethoxy)phenyl)-3-(triisopropylsilyl)propiolamido)-3,3-dimethyl-N-(2,2,2-trifluoroethyl)butanamide